FC=1C=NC(=NC1)N1CC(C1)C(C(=O)N1CCOC2=C(C1)C=NC=C2C#N)(C)C 4-[2-[1-(5-fluoropyrimidin-2-yl)azetidin-3-yl]-2-methyl-propanoyl]-3,5-dihydro-2H-pyrido[3,4-f][1,4]oxazepine-9-carbonitrile